4-phenoxybenzyl-acrylamide O(C1=CC=CC=C1)C1=CC=C(CC(C(=O)N)=C)C=C1